N1=CC(=CC=C1)C=1OC2=C(C1)C=CC=C2 2-(3-pyridyl)benzofuran